4-(3-fluoro-4-(oxetan-3-yl)phenyl)thiazol-2-amine FC=1C=C(C=CC1C1COC1)C=1N=C(SC1)N